ClC=1C=C(C=C(C1)NS(=O)(=O)C)NC(=O)C=1C=C(N(C1)C1=CC=C(C=N1)N1CCN(CC1)C(=O)N(C)C)C 4-(6-(4-((3-chloro-5-(methylsulfonamido)phenyl)carbamoyl)-2-methyl-1H-pyrrol-1-yl)pyridin-3-yl)-N,N-dimethylpiperazine-1-carboxamide